CN(C)C[C@H]1CC(C[C@H](N1)C=1C=2N(C=CC1)C(=C(N2)C#CCNC2=C(C=C(C=C2)S(=O)(=O)C)OC)CC(F)(F)F)(F)F N-(3-(8-((2S,6R)-6-((dimethylamino)methyl)-4,4-difluoropiperidin-2-yl)-3-(2,2,2-trifluoroethyl)imidazo[1,2-a]pyridin-2-yl)prop-2-yn-1-yl)-2-methoxy-4-(methylsulfonyl)aniline